5-(2-Chloro-8-((1S,2S)-2-(difluoromethyl)cyclopropyl)imidazo[1,2-b]pyridazin-6-yl)pyrimidine-2,4(1H,3H)-dione ClC=1N=C2N(N=C(C=C2[C@@H]2[C@H](C2)C(F)F)C=2C(NC(NC2)=O)=O)C1